S(=O)(=O)(O)O.OCC(O)CO.OCC(O)CO.OCC(O)CO triglycerol sulfate